CC(C(N1C(OC[C@H]1C1=CC=CC=C1)=O)=O)(CCC=C)C(=O)N methyl-1-oxo-1-((R)-2-oxo-4-phenyloxazolidin-3-yl)hex-5-en-2-carboxamide